C1(=CC=CC=C1)C1=C(C2=C(SC3=C2C=CC=C3)C=C1)C=1C(=C(C=CC1)C1=CC=CC=C1)C1=NN=NC(=C1C1=C(C(=CC=3C2=CC=CC=C2CC13)C)C)C1=CC=CC=C1 (phenyldibenzothiophenyl)[phenyl(dimethylfluorenyl)triazinyl]biphenyl